C(C)OCCCOC(C=C)=O 3-ethoxypropyl-acrylate